(1-(naphthalen-1-yl)cyclopropyl)-5-(piperazin-1-yl)benzamide C1(=CC=CC2=CC=CC=C12)C1(CC1)C1=C(C(=O)N)C=C(C=C1)N1CCNCC1